(R)-3-(4-(4-(1-((S)-4-methylpentan-2-yl)-1H-pyrazol-4-yl)pyrazolo[1,5-a]pyrazin-6-yl)-1H-pyrazol-1-yl)propane-1,2-diol CC(C[C@H](C)N1N=CC(=C1)C=1C=2N(C=C(N1)C=1C=NN(C1)C[C@H](CO)O)N=CC2)C